(4-(1-isopropyl-4-(trifluoromethyl)-1H-imidazol-2-yl)phenyl)methanethiol C(C)(C)N1C(=NC(=C1)C(F)(F)F)C1=CC=C(C=C1)CS